N-cyclopropyl-3-(difluoromethyl)-N-(2-ethyl-5-fluorobenzyl)-5-fluoro-1-methyl-1H-pyrazole-4-carboxamide C1(CC1)N(C(=O)C=1C(=NN(C1F)C)C(F)F)CC1=C(C=CC(=C1)F)CC